7-chloro-2-methyl-5-(pyridin-3-yl)-4,5-dihydropyrazolo[3,4-c]quinolin-4-one ClC=1C=CC=2C=3C(C(N(C2C1)C=1C=NC=CC1)=O)=NN(C3)C